3-[(S)-[3-(3-Amino-[1,2,4]oxadiazol-5-yl)-phenyl]-hydroxy-(4-isopropyl-phenyl)-methyl]-3-methyl-azetidine-1-carboxylic acid tert-butyl ester C(C)(C)(C)OC(=O)N1CC(C1)(C)[C@@](C1=CC=C(C=C1)C(C)C)(O)C1=CC(=CC=C1)C1=NC(=NO1)N